NCC(CN1N=CN(C1=O)C1=CC(=C(C=C1)C=1C=NC(=CC1)C(F)(F)F)F)=C(F)F 2-[2-(aminomethyl)-3,3-difluoro-allyl]-4-[3-fluoro-4-[6-(trifluoromethyl)-3-pyridinyl]phenyl]-1,2,4-triazol-3-one